NC=1N=C2SCCN2C1C#N 6-amino-2,3-dihydroimidazo[2,1-b]thiazole-5-carbonitrile